6-(1-(2,2-difluoroethyl)-4-(2,4-difluorophenyl)-1H-imidazol-5-yl)imidazo[1,2-a]pyridine-3-carbonitrile FC(CN1C=NC(=C1C=1C=CC=2N(C1)C(=CN2)C#N)C2=C(C=C(C=C2)F)F)F